Cl[Pd-2](=C1N(C=CN1C1=C(C=CC=C1C(C)C)C(C)C)C1=C(C=CC=C1C(C)C)C(C)C)Cl dichloro[1,3-bis(2,6-diisopropylphenyl)-1,3-dihydro-2H-imidazol-2-ylidene]palladium(II)